OC1=CC=C2C(=N1)N=CN2CC2=CC=C(C=C2)P(O)(O)=O 4-((5-hydroxyimidazo[4,5-b]pyridin-1-yl)methyl)phenylphosphonic acid